ONC([C@@H](C1=CC=C(C=C1)OC)NC(C(C)(C1=CC=CC=C1)C1=CC=CC=C1)=O)=O (R)-N-(2-(hydroxyamino)-1-(4-methoxyphenyl)-2-oxoethyl)-2,2-diphenylpropanamide